C(C)(C)(C)OC(=O)N1C[C@H](CC1)OC1=CN=C(S1)[C@H]1N([C@@H](CC2=C1N(C1=CC=CC=C21)C(=O)OC(C)(C)C)C)CC(C)(C)F tert-Butyl (1S,3R)-1-(5-(((S)-1-(tert-butoxycarbonyl)pyrrolidin-3-yl)oxy)thiazol-2-yl)-2-(2-fluoro-2-methylpropyl)-3-methyl-1,2,3,4-tetrahydro-9H-pyrido[3,4-b]indole-9-carboxylate